6-fluoro-N-(methyl-d3)-5-(1,4-dioxa-8-azaspiro[4.5]decan-8-yl)picolinamide FC1=C(C=CC(=N1)C(=O)NC([2H])([2H])[2H])N1CCC2(OCCO2)CC1